1-methoxy-1-(trimethylsilyloxy)-2-methylpropene COC(=C(C)C)O[Si](C)(C)C